3,7,11,15-Tetramethylheptacosane CC(CC)CCCC(CCCC(CCCC(CCCCCCCCCCCC)C)C)C